C(C)C1C(CCCC1)C(=O)O 2-ethylcyclohexanoic acid